(3-(2-(((5R,7R)-2-azaspiro[4.4]non-7-yl)amino)-5-(trifluoromethyl)pyrimidin-4-yl)-1H-indol-7-yl)dimethylphosphine oxide C1NCC[C@]12C[C@@H](CC2)NC2=NC=C(C(=N2)C2=CNC1=C(C=CC=C21)P(C)(C)=O)C(F)(F)F